BrC1=CC=2C(C3=CC=CC=C3C2C=C1)(C)C 2-bromo-9,9-dimethylfluoren